4-(oxepan-4-yl)-2-((tetrahydrofuran-2-yl)methoxy)-6-(3-(m-tolyl)-1H-pyrazol-1-yl)pyrimidine O1CCC(CCC1)C1=NC(=NC(=C1)N1N=C(C=C1)C=1C=C(C=CC1)C)OCC1OCCC1